C(CCCCCCC\C=C/C\C=C/CCCCC)(=O)OCC(COC(CCC(OCCCCCCCC)OCCCCCCCC)=O)COC(=O)OCCCN(CC)CC 3-((4,4-bis(octyloxy)butanoyl)oxy)-2-((((3-(diethylamino)propoxy)carbonyl)oxy)methyl)propyl (9Z,12Z)-octadeca-9,12-dienoate